[2-(2-ethoxypyridin-3-yl)-1'-[6-methoxy-2-(trifluoromethyl)pyridin-3-yl]spiro[6,8-dihydro-1,7-naphthyridine-5,4'-piperidine]-7-yl]-[(3R)-pyrrolidin-3-yl]methanone C(C)OC1=NC=CC=C1C1=NC=2CN(CC3(CCN(CC3)C=3C(=NC(=CC3)OC)C(F)(F)F)C2C=C1)C(=O)[C@H]1CNCC1